2-cyclopropyl-1-(4-(thien-2-yl)phenyl)ethanone C1(CC1)CC(=O)C1=CC=C(C=C1)C=1SC=CC1